(2S)-2-Amino-3-cyclohexyl-N-(2-((2-(2,6-dioxopiperidin-3-yl)-1,3-dioxoisoindolin-4-yl)amino)ethyl)propanamide hydrochloride Cl.N[C@H](C(=O)NCCNC1=C2C(N(C(C2=CC=C1)=O)C1C(NC(CC1)=O)=O)=O)CC1CCCCC1